1-(4-(tert-butyl)naphthalen-2-yl)-6-cyclopentylisoquinoline C(C)(C)(C)C1=CC(=CC2=CC=CC=C12)C1=NC=CC2=CC(=CC=C12)C1CCCC1